ClC1=NC(=CC(=C1)C1=C(C=C(C#N)C=C1)C1=NN=CN1C)C=O 4-(2-chloro-6-formylpyridin-4-yl)-3-(4-methyl-4H-1,2,4-triazol-3-yl)benzonitrile